selenium phosphorus chromium lithium [Li].[Cr].[P].[Se]